1-(3-(difluoromethyl)-4-fluorophenyl)ethan-1-one FC(C=1C=C(C=CC1F)C(C)=O)F